BrCCCCC(=O)NC=1C=NC(=NC1)Cl 5-bromo-N-(2-chloropyrimidin-5-yl)pentanamide